3-(3-(difluoromethoxy)phenyl)-1-(5-fluoropyrimidin-2-yl)-N-((1R,2R)-2-morpholinocyclopentyl)-1H-pyrrolo[3,2-b]pyridine-6-carboxamide FC(OC=1C=C(C=CC1)C1=CN(C=2C1=NC=C(C2)C(=O)N[C@H]2[C@@H](CCC2)N2CCOCC2)C2=NC=C(C=N2)F)F